BrC=1C(=CC2=C(N=C3N2[C@@H](CC3)CC)C1)Cl (R)-6-bromo-7-chloro-1-ethyl-2,3-dihydro-1H-benzo[d]pyrrolo[1,2-a]imidazole